COC(C=1C(=CC(=NC1)C(=O)NC=1C(=C(C=CC1)C1=C(C(=CC=C1)\C=C(\C1=CC(=C(C(=C1)OC)CO)OC)/F)C)C)OC)OC (Z)-5-(dimethoxymethyl)-N-(3'-(2-fluoro-2-(4-(hydroxymethyl)-3,5-dimethoxyphenyl)vinyl)-2,2'-dimethyl-[1,1'-biphenyl]-3-yl)-4-methoxypicolinamide